2'-chloro-N-(6-methanesulfonamido-1,3-benzothiazol-2-yl)-5'-methoxy-6-methyl-[4,4'-bipyridine]-3-carboxamide ClC1=NC=C(C(=C1)C1=C(C=NC(=C1)C)C(=O)NC=1SC2=C(N1)C=CC(=C2)NS(=O)(=O)C)OC